C(C)NCCNC(CCCCCCCCCCCCCCC)=O N-[2-(ethylamino)ethyl]hexadecaneamide